Cl.CC1=C(C(=O)N)C=CC=C1 2-Methyl-Benzamide Hydrochloride